O=C(C(=O)[O-])N1C(CCCC1)C=1C=C2CC3(C(NC2=CC1)=O)CC3 2-oxo-2-(2-(2'-oxo-1',4'-dihydro-2'H-spiro[cyclopropane-1,3'-quinolin]-6'-yl)piperidin-1-yl)acetate